C(C)N(C1CCN(CC1)C(=O)OC(C)(C)C)C=1C(=NC=CC1)CC Tert-Butyl 4-[ethyl(2-ethylpyridin-3-yl)amino]piperidine-1-carboxylate